2-Benzyl-8-(3-fluorobenzyl)-6-phenylimidazo[1,2-a]pyrazin-3-yl-acetat C(C1=CC=CC=C1)C=1N=C2N(C=C(N=C2CC2=CC(=CC=C2)F)C2=CC=CC=C2)C1CC(=O)[O-]